(R)-N-(4-([1,2,4]triazolo[1,5-a]pyridin-7-yloxy)-2-fluoro-3-methylphenyl)-5-fluoro-6-(3-methylpiperazin-1-yl)pyrido[3,4-d]pyrimidin-4-amine N=1C=NN2C1C=C(C=C2)OC2=C(C(=C(C=C2)NC=2C1=C(N=CN2)C=NC(=C1F)N1C[C@H](NCC1)C)F)C